N-(p-acetylphenyl)imidazolium triflate [O-]S(=O)(=O)C(F)(F)F.C(C)(=O)C1=CC=C(C=C1)N1C=[NH+]C=C1